[2H]C([2H])(CC)C(C(=O)O)C([2H])([2H])CC valproic acid-d4